(3R)-3-{[5-(5-acetyl-2-chlorophenyl)-1-trityl-1H-indazol-3-yl]carbamoyl}piperidine-1-carboxylic acid tert-butyl ester C(C)(C)(C)OC(=O)N1C[C@@H](CCC1)C(NC1=NN(C2=CC=C(C=C12)C1=C(C=CC(=C1)C(C)=O)Cl)C(C1=CC=CC=C1)(C1=CC=CC=C1)C1=CC=CC=C1)=O